CC1=C(C(=O)N[C@H](C)C2=CC(=CC=C2)CCC(=O)NC)C=C(C=C1)N1CCN(CC1)C 2-Methyl-N-[(1R)-1-[3-[3-(methylamino)-3-oxo-propyl]phenyl]ethyl]-5-(4-methyl-piperazin-1-yl)benzamide